O=C1[C@@]2(C=3C(=NC=CC3)N1COCC[Si](C)(C)C)CC=1C=C(NC1CC2)C(=O)OCC Ethyl (R)-2'-oxo-1'-((2-(trimethylsilyl)ethoxy)methyl)-1,1',2',4,6,7-hexahydrospiro[indole-5,3'-pyrrolo[2,3-b]pyridine]-2-carboxylate